tert-Butyl (4-(4,5-dimethoxy-2-(6-methyl-4-oxo-4H-chromene-3-carboxamido)benzamido)phenethyl)carbamate COC1=CC(=C(C(=O)NC2=CC=C(CCNC(OC(C)(C)C)=O)C=C2)C=C1OC)NC(=O)C1=COC2=CC=C(C=C2C1=O)C